tris-(2-carboxyethyl)phosphine methyl-5-(2,3-dihydro-1H-spiro[quinoline-4,2'-[1,3]dithiolan]-6-yl)picolinate COC(C1=NC=C(C=C1)C=1C=C2C(=CC1)NCCC21SCCS1)=O.C(=O)(O)CCP(CCC(=O)O)CCC(=O)O